[C@@H]12CN(CC[C@@H](CC1)N2)C2=NC(=NC1=C(C(=CC=C21)C2=CC(=CC1=CC=C(C(=C21)C#C)F)O)F)OCC2(CC2)CN(C)C 4-{4-[(1S,6R)-3,9-diazabicyclo[4.2.1]nonan-3-yl]-2-({1-[(dimethylamino)methyl]cyclopropyl}methoxy)-8-fluoroquinazolin-7-yl}-5-ethynyl-6-fluoronaphthalen-2-ol